ClC1=C2C(=NC=C1)C(=C(S2)C(=O)N[C@H]2CCOC1=C2C=CC=C1)C(C)C 7-chloro-N-[(4S)-3,4-dihydro-2H-1-benzopyran-4-yl]-3-isopropylthieno[3,2-b]pyridine-2-carboxamide